2-methylamino-N6-(3-iodobenzyl)adenine CNC1=NC(=C2NC=NC2=N1)NCC1=CC(=CC=C1)I